2-Ethyl-1-dodecanol C(C)C(CO)CCCCCCCCCC